C(C)(C)(C)NC(=O)C=1C=NC(=CC1)NC=1C=2N(N=C(C1)NCC1CC1)C(=CN2)C#N N-tert-butyl-6-({3-cyano-6-[(cyclopropylmethyl)amino]imidazo[1,2-b]pyridazin-8-yl}amino)pyridine-3-carboxamide